N1=C(C=CC=C1)C1=CC(=NC=N1)C=1C=C(C=C(C1)C#N)C#N 5-[6-(pyridin-2-yl)pyrimidin-4-yl]benzene-1,3-dicarbonitrile